C[Si](OC1=CCCC=C1)(C)C 2-trimethylsiloxy-1,3-cyclohexadiene